C(C)(CCCC)C1=CC=C(C(C)O)C=C1 p-sec-hexyl-α-methyl-benzyl alcohol